9-[1-[(6-chloro-2-morpholinyl-3-pyridinyl)amino]ethyl]-4-ethyl-3-(2-hydroxyethyl)-7-methyl-pyrazolo[3,4-c]isoquinolin-5-one ClC1=CC=C(C(=N1)N1CCOCC1)NC(C)C=1C=2C3=C(N(C(C2C=C(C1)C)=O)CC)N(N=C3)CCO